4-(Thien-3-yl)benzaldehyde S1C=C(C=C1)C1=CC=C(C=O)C=C1